ethyl 2-methyl-5-((2-methylpyridin-4-yl)methoxy)benzofuran-3-carboxylate CC=1OC2=C(C1C(=O)OCC)C=C(C=C2)OCC2=CC(=NC=C2)C